O1C(CC=C1)(C1=CC=C(O1)C)C1=CC=C(O1)C 5,5'-(furan-2,2-diyl)bis(2-methylfuran)